1,2,4-Tris(mercaptomethylthio)benzene SCSC1=C(C=C(C=C1)SCS)SCS